4-(3-bromo-5-(4-fluorobenzylsulfonyl)phenyl)morpholine BrC=1C=C(C=C(C1)S(=O)(=O)CC1=CC=C(C=C1)F)N1CCOCC1